FC1=C(C=CC(=C1)N1[C@H]([C@@](CC1)(C(F)(F)F)C1=CC(=C(C(=C1)Cl)Cl)Cl)O)CNC(=O)C1CC1 N-({2-fluoro-4-[(2S,3S)-2-hydroxy-3-(3,4,5-trichlorophenyl)-3-(trifluoromethyl)pyrrolidin-1-yl]phenyl}methyl)cyclopropanecarboxamide